N1=CC(=C2OCCCN21)C2=CN1C(S2)=C(C=N1)C(=O)NC=1C(=NC=C(C1)NC(CN1CC(C1)(C)C)=O)C 2-(6,7-dihydro-5H-pyrazolo[5,1-b][1,3]oxazin-3-yl)-N-(5-(2-(3,3-dimethyl-azetidin-1-yl)acetamido)-2-methylpyridin-3-yl)pyrazolo[5,1-b]thiazole-7-carboxamide